OCC1=CC=C(N1CC1=CC(=CC=C1)OC)C=O 5-hydroxymethyl-1-(m-methoxybenzyl)-2-formylpyrrole